(2R)-4,4-difluoro-2-(hydroxymethyl)pyrrolidine trifluoroacetate FC(C(=O)O)(F)F.FC1(C[C@@H](NC1)CO)F